CC(C)(C)OC(=O)N1[C@H](C[C@@H](C1)N1N=CC=C1)C(=O)O (2r,4s)-1-[(2-methylpropan-2-yl)oxycarbonyl]-4-pyrazol-1-ylpyrrolidine-2-carboxylic acid